N-(4-{4-amino-7-[1-(methylsulfonyl)piperidin-4-yl]pyrrolo[2,1-f][1,2,4]triazin-5-yl}phenyl)-1-(4-fluorophenyl)-2-oxo-1,2-dihydropyridine-3-carboxamide NC1=NC=NN2C1=C(C=C2C2CCN(CC2)S(=O)(=O)C)C2=CC=C(C=C2)NC(=O)C=2C(N(C=CC2)C2=CC=C(C=C2)F)=O